ClC1=CC(=C(C=N1)C#CCCCCC(=O)N1CCOCC1)NC(C)C 7-(6-chloro-4-(isopropylamino)-3-pyridinyl)-1-morpholino-hept-6-yn-1-one